N-(adamantan-1-yl)-2-((6-(2-methoxyethoxy)-2-oxo-1,2-dihydropyrimidin-4-yl)oxy)acetamide C12(CC3CC(CC(C1)C3)C2)NC(COC2=NC(NC(=C2)OCCOC)=O)=O